3-[[2-(4-chlorophenyl)imidazo[1,2-a]pyrazin-3-yl]amino]-N-(oxolan-2-ylmethyl)benzamide ClC1=CC=C(C=C1)C=1N=C2N(C=CN=C2)C1NC=1C=C(C(=O)NCC2OCCC2)C=CC1